ClC=1N=C(C2=C(N1)C(=C(N=C2)Cl)F)N2C1C(C1CCCCC2)F 2,7-Dichloro-8-fluoro-4-(9-fluoro-2-azabicyclo[6.1.0]nonan-2-yl)pyrido[4,3-d]pyrimidine